N[C@@H]1[C@H](CO[C@H](C1)C(=O)N1[C@H](C2=CC=CC=C2CC1)C1=CC=C(C=C1)F)N(C(CC)=O)C N-((3R,4S,6R)-4-amino-6-((S)-1-(4-fluorophenyl)-1,2,3,4-tetrahydroisoquinoline-2-carbonyl)tetrahydro-2H-pyran-3-yl)-N-methylpropionamide